platinum (0) 1,3-divinyl-1,1,3,3-tetramethyl-disiloxane C(=C)[Si](O[Si](C)(C)C=C)(C)C.[Pt]